1-methacryloylpyrrolidine-2-carboxylic acid C(C(=C)C)(=O)N1C(CCC1)C(=O)O